4-(2-(methylthio)pyrimidin-5-yl)benzoic acid CSC1=NC=C(C=N1)C1=CC=C(C(=O)O)C=C1